CC1=C(C=C(C=C1)NC(=O)C2=CC=C(C=C2)CN3CCN(CC3)C)NC4=NC=CC(=N4)C5=CN=CC=C5.CS(=O)(=O)O The molecule is a methanesulfonate (mesylate) salt that is the monomesylate salt of imatinib. Used for treatment of chronic myelogenous leukemia and gastrointestinal stromal tumours. It has a role as an antineoplastic agent, an apoptosis inducer, a tyrosine kinase inhibitor and an anticoronaviral agent. It contains an imatinib.